trifluorobenzyl bromide FC1=C(C(F)(F)Br)C=CC=C1